(3-glycidyloxypropyl)triethoxysilan C(C1CO1)OCCC[Si](OCC)(OCC)OCC